4-(3-(2,6-dimethylphenoxy)-1-methyl-2-oxo-1,2-dihydropyridin-4-yl)-6-methyl-7-oxo-N-(1-(trifluoromethyl)cyclopropyl)-6,7-dihydro-1H-pyrrolo[2,3-c]pyridine-2-carboxamide CC1=C(OC=2C(N(C=CC2C=2C3=C(C(N(C2)C)=O)NC(=C3)C(=O)NC3(CC3)C(F)(F)F)C)=O)C(=CC=C1)C